[2H]C(N1CC(CC1)(C([2H])([2H])[2H])C#CC1=C(C=C2C(=NC=NC2=C1)NC1=C(C(=CC=C1)Cl)F)[N+](=O)[O-])([2H])[2H] 7-(2-(1,3-bis(trideuteromethyl)pyrrolidin-3-yl)ethynyl)-N-(3-chloro-2-fluoro-phenyl)-6-nitro-quinazolin-4-amine